C(C)(C)(C)C=1C=C(C=CC1O)CCC(=O)O.C(C)(C)(C)C=1C=C(C=CC1O)CCC(=O)O.C=C.C=C diethylene bis[3-(3-t-butyl-4-hydroxyphenyl) propionate]